(R)-2-amino-2-cyclopropylethanol N[C@@H](CO)C1CC1